[N+](=O)([O-])C=1C=C(C=CC(CC(=O)[O-])=O)C=CC1 (3-nitrobenzylidene)-acetoacetate